8-ethynylimidazo[1,5-a]pyridine C(#C)C=1C=2N(C=CC1)C=NC2